[4-[1-isopropyl-4-(trifluoromethyl)imidazol-2-yl]phenyl]methanol C(C)(C)N1C(=NC(=C1)C(F)(F)F)C1=CC=C(C=C1)CO